hept-4-yl-silane CCCC(CCC)[SiH3]